[Na+].F[C@H]1CN(CC1)C1=CC=C(C=N1)C=1N(C(=C(N1)CNCC1=CC=C(C=C1)OC)C(=O)[O-])C (R)-2-(6-(3-fluoropyrrolidin-1-yl) pyridin-3-yl)-4-(((4-methoxybenzyl) amino) methyl)-1-methyl-1H-imidazole-5-carboxylate sodium salt